ClC1=C(C(=CC=C1)F)N1CCC(CC1)N1C(N(C=2C([C@H]1C)=NN(C2)C2CC2)CC2=C(C=CC=C2)C(F)(F)F)=O (R)-6-[1-(2-Chloro-6-fluoro-phenyl)-piperidin-4-yl]-2-cyclopropyl-7-methyl-4-(2-trifluoromethyl-benzyl)-2,4,6,7-tetrahydro-pyrazolo[4,3-d]pyrimidin-5-on